[(1-{[2-(benzyloxy)naphthalen-1-yl]methyl}naphthalen-2-yl)methyl][2-(pyrrolidin-1-yl)ethyl]amine C(C1=CC=CC=C1)OC1=C(C2=CC=CC=C2C=C1)CC1=C(C=CC2=CC=CC=C12)CNCCN1CCCC1